rel-(2S,3R,5S)-4-[[5-tert-butyl-3-(3,4-difluoro-2-methoxyphenyl)tetrahydrofuran-2-carbonyl]amino]pyridine-2-carboxamide C(C)(C)(C)[C@@H]1C[C@@H]([C@H](O1)C(=O)NC1=CC(=NC=C1)C(=O)N)C1=C(C(=C(C=C1)F)F)OC |o1:4,6,7|